O1CCC(CC1)C(=O)N1CC(C1)C(=O)O[C@H]1[C@H](NC[C@@H]1O)CC1=CC=C(C=C1)OC (2R,3S,4S)-4-hydroxy-2-[(4-methoxyphenyl)methyl]pyrrolidin-3-yl 1-(oxane-4-carbonyl)azetidine-3-carboxylate